bromo(prop-1-en-2-yl)magnesium Br[Mg]C(=C)C